CCCCC/C=C\\C/C=C\\C/C=C\\CCCCCCC(=O)SCCNC(=O)CCNC(=O)[C@@H](C(C)(C)COP(=O)([O-])OP(=O)([O-])OC[C@@H]1[C@H]([C@H]([C@@H](O1)N2C=NC3=C(N=CN=C32)N)O)OP(=O)([O-])[O-])O The molecule is a polyunsaturated fatty acyl-CoA(4-) obtained by deprotonation of the phosphate and diphosphate OH groups of (8Z,11Z,14Z)-icosatrienoyl-CoA. It is a polyunsaturated fatty acyl-CoA(4-), an (11Z)-Delta(11)-fatty acyl-CoA(4-) and a 3-substituted propionyl-CoA(4-). It is a conjugate base of an all-cis-icosa-8,11,14-trienoyl-CoA.